CC=1N=C(OC1)N 4-methyloxazol-2-amine